C(#N)C=1C=CC(=NC1C)NC(C(C1=CC=C(C=C1)C=1N=NN(N1)C)C1CC(CC1)(F)F)=O N-(5-Cyano-6-methylpyridin-2-yl)-2-(3,3-difluorocyclopentyl)-2-(4-(2-methyl-2H-tetrazol-5-yl)phenyl)acetamide